C(C)OC1=CC=C(C=C1)CCC1=CC(=C(C(=C1)OC)OC)OC 1-(4-ethoxyphenyl)-2-(3,4,5-trimethoxyphenyl)ethane